1-(p-hydroxyphenyl)pentane OC1=CC=C(C=C1)CCCCC